NC=1C(=C(C=CC1)C1=C(C(=CC=C1)C=1OC2=C(N1)C=C(C=C2Cl)CO)C)Cl (2-(3'-amino-2'-chloro-2-methylbiphenyl-3-yl)-7-chlorobenzo[d]oxazol-5-yl)methanol